FC=1C=C2C(C(=CN(C2=NC1N1CC(C1)NOC)C=1SC=CN1)C(=O)O)=O 6-fluoro-7-[3-(methoxyamino)azetidin-1-yl]4-oxo-1-(1,3-thiazol-2-yl)-1,4-dihydro-1,8-naphthyridine-3-carboxylic acid